C1C(CC2=CC=CC=C12)OCC(=O)O 2-((2,3-dihydro-1H-inden-2-yl)oxy)acetic acid